N-(trans-4-((5-cyanopyridin-2-yl)amino)cyclohexyl)-N-(4-(1-methyl-1H-pyrazol-4-yl)phenyl)-2-phenylacetamide C(#N)C=1C=CC(=NC1)N[C@@H]1CC[C@H](CC1)N(C(CC1=CC=CC=C1)=O)C1=CC=C(C=C1)C=1C=NN(C1)C